6-benzyloxy-7,7-difluoro-12,12-dimethyl-17-nitro-15-(trifluoromethyl)-19-oxa-3,4,13,18-tetraazatricyclo[12.3.1.12,5]nonadeca-1(18),2,4,8,14,16-hexa-ene C(C1=CC=CC=C1)OC1C2=NN=C(C=3C(=CC(=C(NC(CCC=CC1(F)F)(C)C)N3)C(F)(F)F)[N+](=O)[O-])O2